4-(4-(((2-Methylbiphenyl-3-yl)methoxy)methyl)-1H-1,2,3-triazol-1-yl)benzyl alcohol CC1=C(C=CC=C1COCC=1N=NN(C1)C1=CC=C(CO)C=C1)C1=CC=CC=C1